6-fluoro-5-[5-(4-fluoro-4-methyl-1-piperidyl)-3,4-dihydro-2H-quinolin-1-yl]-1-methyl-[1,2,4]triazolo[4,3-a]quinazoline FC1=C2C(=NC=3N(C2=CC=C1)C(=NN3)C)N3CCCC1=C(C=CC=C31)N3CCC(CC3)(C)F